ethyl 5-formylpyrazolo[1,5-a]pyrimidine-7-carboxylate C(=O)C1=NC=2N(C(=C1)C(=O)OCC)N=CC2